(2-bromoethyl)-4-propylbenzene BrCCC1=CC=C(C=C1)CCC